N-(4-(4-amino-7-(4-aminocyclohex-1-en-1-yl)-1-isopropyl-1H-pyrazolo[4,3-c]pyridin-3-yl)-2-fluorophenyl)-2-chlorobenzenesulfonamide NC1=NC=C(C2=C1C(=NN2C(C)C)C2=CC(=C(C=C2)NS(=O)(=O)C2=C(C=CC=C2)Cl)F)C2=CCC(CC2)N